C(=O)C=1C=CC(=NC1)C1=CC(=NC(=C1)[C@]1(COCC1)OC)C1=CN(C2=CN=C(C=C21)NC(C)=O)C N-(3-{5-formyl-6'-[(3R)-3-methoxyoxolan-3-yl]-[2,4'-bipyridin]-2'-yl}-1-methylpyrrolo[2,3-c]pyridin-5-yl)acetamide